C1N(CC12CCC2)C(=O)O 2-azaspiro[3.3]Heptane-2-carboxylic acid